tungsten titanium silicon oxide [Si]=O.[Ti].[W]